N1CCC(CC1)C(=O)ONC(=O)OCC1=CC=CC=C1 4-(((benzyloxy) carbonyl) amino) piperidine-4-carboxylate